OC=1C(=CC=C2C(CCOC12)NC(C=C)=O)OC=1C=NC(=CC1)C(F)(F)F N-(8-hydroxy-7-[{6-(trifluoromethyl)pyridin-3-yl}oxy]chroman-4-yl)acrylamide